C(C)OC(CCC=C)OCC 4-pentenal diethyl acetal